N-((1R,2S)-2-Acrylamidocyclohexyl)-4-oxo-5-(5-phenoxypyridin-2-yl)-4,5-dihydro-3H-1-thia-3,5,8-triazaacenaphthylene-2-carboxamide C(C=C)(=O)N[C@@H]1[C@@H](CCCC1)NC(=O)C=1SC=2N=CC=C3N(C(NC1C23)=O)C2=NC=C(C=C2)OC2=CC=CC=C2